N-(3-[[(2-cyanopyrimidin-4-yl)amino]methyl]pyridin-2-yl)-N-methylmethanesulfonamide C(#N)C1=NC=CC(=N1)NCC=1C(=NC=CC1)N(S(=O)(=O)C)C